CC1=C(C=CC(=C1NS(=O)(=O)C)Cl)OCC2=NCCN2.Cl N-[6-chloro-3-(4,5-dihydro-1H-imidazol-2-ylmethoxy)-2-methylphenyl]methanesulfonamide hydrochloride